(R)-1'-(6-amino-5-((2-amino-3-chloropyridin-4-yl)thio)pyrazin-2-yl)-6,7-dihydrospiro[cyclopenta[c]pyridine-5,4'-piperidin]-6-amine NC1=C(N=CC(=N1)N1CCC2(CC1)[C@@H](CC=1C=NC=CC12)N)SC1=C(C(=NC=C1)N)Cl